10-(((2S,3S,4S)-3-ETHYL-4-FLUORO-5-OXOPYRROLIDIN-2-YL)METHOXY)PYRAZOLO[5,1-A]ISOQUINOLINE-5-CARBONITRIl C(C)[C@H]1[C@H](NC([C@H]1F)=O)COC=1C=CC=C2C=C(N3C(C12)=CC=N3)C#N